C(#C)C1=CC(=C(C=N1)C1=C(C2=C(N=CN=C2C)N1C)C1=CC(=C(C(=O)NCC2(CCC2)F)C=C1)OC)OC 4-(6-(6-ethynyl-4-methoxypyridin-3-yl)-4,7-dimethyl-7H-pyrrolo[2,3-d]pyrimidin-5-yl)-N-((1-fluorocyclobutyl)methyl)-2-methoxybenzamide